7-(4-methylpiperazin-1-yl)-4-(o-tolyl)-2H-pyrano[2,3-b]pyridin-2-one CN1CCN(CC1)C1=CC=C2C(=N1)OC(C=C2C2=C(C=CC=C2)C)=O